tri-p-tolylsulfonium 2-hydroxy-4-((2-(4-iodophenoxy)ethoxy)carbonyl)benzenesulfonate OC1=C(C=CC(=C1)C(=O)OCCOC1=CC=C(C=C1)I)S(=O)(=O)[O-].C1(=CC=C(C=C1)[S+](C1=CC=C(C=C1)C)C1=CC=C(C=C1)C)C